C(#N)C=1C=C(C=CC1)C=1N=C(SC1C=1C=C2C(=NC=NC2=CC1)C)NC(=O)N1CCN(CC1)C N-[4-(3-cyanophenyl)-5-(4-methylquinazolin-6-yl)thiazol-2-yl]-4-methyl-piperazine-1-carboxamide